C(C)(C)(C)C1=NN(C(=C1)B1OC(C(O1)(C)C)(C)C)C1CCC(CC1)(F)F 3-tert-butyl-1-(4,4-difluorocyclohexyl)-5-(4,4,5,5-tetramethyl-1,3,2-dioxaborolan-2-yl)pyrazole